FC=1C=C(C(=O)N(C)OC)C=CC1C1COC1 3-fluoro-N-methoxy-N-methyl-4-(oxetan-3-yl)benzamide